N[C@H](C(=O)O)CSSC[C@@H](C(=O)O)N (2R)-2-amino-3-[[(2R)-2-amino-2-carboxyethyl]disulfanyl]propanoic acid